BrC1C(C(CN(C1)C(C(F)(F)F)=O)(C)C)=O 5-bromo-3,3-dimethyl-1-(2,2,2-trifluoroacetyl)piperidin-4-one